[6-(2-chloro-5-fluorophenyl)-3-(2,2-difluorocyclobutyl)-2-methyl-8-oxo-7,8-dihydro-6H-pyrrolo[4,3-g]indazol-5-yl]-3-fluoro-5-(trifluoromethyl)benzamide ClC1=C(C=C(C=C1)F)C1NC(C2=C1C(=CC1=C(N(N=C21)C)C2C(CC2)(F)F)C2=C(C(=O)N)C=C(C=C2F)C(F)(F)F)=O